COC1=CC=C(C=C1)N(C1=CC=2C3(C4=CC(=CC=C4C2C=C1)N(C=1C=CC=2N(C4=CC=CC=C4C2C1)CC1=CC=C(C=C1)C=C)C1=CC=C(C=C1)OC)C1=CC(=CC=C1C=1C=CC(=CC13)N(C=1C=CC=3N(C2=CC=CC=C2C3C1)CC1=CC=C(C=C1)C=C)C1=CC=C(C=C1)OC)N(C=1C=CC=3N(C2=CC=CC=C2C3C1)CC1=CC=C(C=C1)C=C)C1=CC=C(C=C1)OC)C=1C=CC=3N(C2=CC=CC=C2C3C1)CC1=CC=C(C=C1)C=C N2,N2',N7,N7'-tetrakis(4-methoxyphenyl)-N2,N2',N7,N7'-tetrakis[9-(4-vinylbenzyl)-9H-carbazol-3-yl]-9,9'-spirobi[fluorene]-2,2',7,7'-tetraamine